1-((2s,5r)-5-((7H-pyrrolo[2,3-D]pyrimidin-4-yl)amino)-2-methylpiperidin-1-yl)prop-2-en-1-one N1=CN=C(C2=C1NC=C2)N[C@@H]2CC[C@@H](N(C2)C(C=C)=O)C